C(CCCCCCCCC)NC(=O)OCC decyl-urethane